FC=1C(=NC=C(C1)F)CNC(=O)C=1N=C(SC1)N1CCC(CC1)N1C[C@@H](CCC1)C N-[(3,5-difluoropyridin-2-yl)methyl]-2-[(3R)-3-methyl[1,4'-bipiperidin]-1'-yl]-1,3-thiazole-4-carboxamide